FC=1C=C2[C@H](NC=3C=CN4N=CC(C(NCC5(OC2=C(C1)C5)CF)=O)=C4N3)C (3R)-6-fluoro-11-(fluoromethyl)-3-methyl-10-oxa-2,13,17,18,21-pentaazapentacyclo[13.5.2.18,11.04,9.018,22]tricosa-1(21),4,6,8,15(22),16,19-heptaen-14-one